1-(4-(4-amino-7-cyclopropylpyrrolo[2,1-f][1,2,4]triazine-5-yl)-2-fluorophenyl)-3-(3-(1-(trifluoromethyl)cyclopropyl)isoxazol-5-yl)urea NC1=NC=NN2C1=C(C=C2C2CC2)C2=CC(=C(C=C2)NC(=O)NC2=CC(=NO2)C2(CC2)C(F)(F)F)F